2-(4-chloro-2-hydroxyphenyl)-4(s)-ethylimidazole ClC1=CC(=C(C=C1)C=1NC=C(N1)CC)O